C(=O)[C@@H]1[C@@H](CC1)COC1=C(C=CC(=C1)C)S(=O)(=O)N1[C@@H](CCC1)C(=O)OC |o1:2,3| methyl ((2-(((1R*,2S*)-2-formylcyclobutyl)methoxy)-4-methylphenyl)sulfonyl)-L-prolinate